NC1=NC(=NC=2N1N=C(N2)C=2OC=CC2)NCCC2=CC=C(C=C2)NC(CCN2CCC(CC2)(F)F)=O N-(4-(2-((7-amino-2-(furan-2-yl)-[1,2,4]triazolo[1,5-a][1,3,5]triazin-5-yl)amino)ethyl)-phenyl)-3-(4,4-difluoropiperidin-1-yl)propanamide